5-(4-fluorobenzyl)-N-(4-methyl-5-oxo-4,5,6,7,8,9-hexahydropyrazolo[1,5-a][1,3]diazocin-6-yl)-4H-1,2,4-triazole-3-carboxamide FC1=CC=C(CC=2NC(=NN2)C(=O)NC2C(N(C=3N(CCC2)N=CC3)C)=O)C=C1